C(C)N1C(=O)N(C(=O)C(C1=O)CCCC)CC 1,3-diethyl-5-butylbarbituric acid